2-(dec-9-enoxymethyl)oxirane C(CCCCCCCC=C)OCC1OC1